N-phenyl-N-((tetrahydro-2H-pyran-4-yl)methyl)-[1,2,4]triazolo[4,3-a]quinazolin-5-amine C1(=CC=CC=C1)N(C1=NC=2N(C3=CC=CC=C13)C=NN2)CC2CCOCC2